BrC=1C=C2COC3(C2=CC1)C1=C([Si](C2=C3C=CC(=C2)N(C)C)(C)C)C=C(C=C1)N(C)C 5'-Bromo-N3,N3,N7,N7,5,5-hexamethyl-3'H,5H-spiro[dibenzo[b,e]siline-10,1'-isobenzofuran]-3,7-diamine